CC1=CC=C(C=C1)O[C@H]2[C@@H]([C@H]([C@@H]([C@H](O2)C(=O)[O-])O)O)O The molecule is a carbohydrate acid derivative anion resulting from the removal of a proton from the carboxy group of p-tolyl beta-D-glucuronide. It has a role as a rat metabolite and a mouse metabolite. It is a carbohydrate acid derivative anion and a monocarboxylic acid anion. It is a conjugate base of a p-tolyl beta-D-glucuronide.